OCC1CCN2C(O1)=CC(=N2)C(=O)OCC ethyl 5-(hydroxymethyl)-6,7-dihydro-5H-pyrazolo[5,1-b][1,3]oxazine-2-carboxylate